BrC1=C(N[N+]#N)C(=CC(=C1)[N+](=O)[O-])Br 2,6-dibromo-4-nitroanilinediazonium